O1C=CC2=C1C=C(C=C2)CN(C(=O)[C@H]2N(CCC2)[S@](=O)(=N)C2=CC=C(C=C2)C)C2CCC(CC2)(F)F (S)-N-(benzofuran-6-ylmethyl)-N-(4,4-difluorocyclohexyl)-1-((R)-4-methylphenylsulfonimidoyl)pyrrolidine-2-carboxamide